2-(QUINOLIN-5-YL)ACETALDEHYDE N1=CC=CC2=C(C=CC=C12)CC=O